C1(=CC=CC=C1)C1(C=CC2=C(O1)C=1C=C(C(=CC1C1=C2C(C2=CC=CC=C21)(C)C)N2CCC(CC2)OC(C2=CC=C(C=C2)CCCCCC)=O)OC)C2=CC=C(C=C2)N2CCN(CC2)C2=CC=CC=C2 3-phenyl-3-(4-(4-phenyl-piperazin-1-yl)phenyl)-13,13-dimethyl-6-methoxy-7-(4-(4-hexylbenzoyloxy)-piperidin-1-yl)indeno[2',3':3,4]naphtho[1,2-b]pyran